(R)-7-chloro-N-(1-(2-fluoro-3-(trifluoromethyl)phenyl)ethyl)-4-methylpyrido[3,4-d]pyridazin-1-amine ClC1=CC=2C(=C(N=NC2N[C@H](C)C2=C(C(=CC=C2)C(F)(F)F)F)C)C=N1